2-(((R)-6-((7-fluoro-1H-indazol-6-yl)methoxy)-6'-methyl-3',6'-dihydro-[2,4'-bipyridin]-1'(2'H)-yl)methyl)-1-(((S)-oxetan-2-yl)methyl)-1H-benzo[d]imidazole-6-carboxylic acid FC=1C(=CC=C2C=NNC12)COC1=CC=CC(=N1)C=1CCN([C@@H](C1)C)CC1=NC2=C(N1C[C@H]1OCC1)C=C(C=C2)C(=O)O